tert-butyl-4-bromo-6-methyl-7-oxo-6,7-dihydro-1H-pyrrolo[2,3-c]pyridine-1-carboxamide C(C)(C)(C)C1=CC2=C(C(N(C=C2Br)C)=O)N1C(=O)N